ClC=1C(=CC(=C(C1)S(=O)(=O)NC=1SC=CN1)F)NCCCCN[C@H]1CN[C@@H](C1)C1=CC=CC=C1 5-chloro-2-fluoro-4-[(4-{[(3R,5S)-5-phenylpyrrolidin-3-yl]amino}butyl)amino]-N-1,3-thiazol-2-ylbenzenesulfonamide